FC1=CC=C(C=N1)N1N=C(C2=CC=C(C(=C12)C)[N+](=O)[O-])I 1-(6-fluoropyridin-3-yl)-3-iodo-7-methyl-6-nitro-1H-indazole